4-(((2,5-Diphenylthieno[2,3-d]pyrimidin-4-yl)amino)methyl)benzenesulfonamide tris-(ethylhexyl)trimellitate C(C)C(CCCCC)C=1C(=C(C(=C(C1C(=O)O)C(=O)O)C(CCCCC)CC)C(=O)O)C(CCCCC)CC.C1(=CC=CC=C1)C=1N=C(C2=C(N1)SC=C2C2=CC=CC=C2)NCC2=CC=C(C=C2)S(=O)(=O)N